ClC1=CC=CC=2C(CN(CCC21)C(=O)OC(C)(C)C)CO tert-Butyl 6-chloro-1-(hydroxymethyl)-1,2,4,5-tetrahydro-3H-benzo[d]azepine-3-carboxylate